N-(3-(1,1-difluoroethyl)phenyl)-1-(4-methoxy-3-methoxyphenyl)-3-methyl-5-oxo-4,5-dihydro-1H-pyrazole-4-carboxamide FC(C)(F)C=1C=C(C=CC1)NC(=O)C1C(=NN(C1=O)C1=CC(=C(C=C1)OC)OC)C